ClC=1N=C2C(=C(C=NC2=CC1)C#N)NC1=C(C(=C(C=C1)OCC1CC1)Cl)F 6-Chloro-4-[3-chloro-4-(cyclopropylmethoxy)-2-fluoro-anilino]-1,5-naphthyridine-3-carbonitrile